(S)-N-((S)-2-Hydroxy-1-(m-tolyl)ethyl)-2-(7-(5-methyl-2-((1-methyl-1H-pyrazol-5-yl)amino)pyrimidin-4-yl)-1-oxo-3,4-dihydropyrrolo[1,2-a]pyrazin-2(1H)-yl)propanamide OC[C@H](C=1C=C(C=CC1)C)NC([C@H](C)N1C(C=2N(CC1)C=C(C2)C2=NC(=NC=C2C)NC2=CC=NN2C)=O)=O